4-(1-pyridin-2-yl-1H-pyrazol-4-yl)benzonitrile N1=C(C=CC=C1)N1N=CC(=C1)C1=CC=C(C#N)C=C1